C1(CC1)C(=O)N1C[C@@](CC1)(OC)C=1C=C2C(=CC=NC2=CC1)N[C@H](C)C1=C(C(=CC=C1)C(F)F)F cyclopropyl((S)-3-(4-(((R)-1-(3-(difluoromethyl)-2-fluorophenyl)ethyl)amino)quinolin-6-yl)-3-methoxypyrrolidin-1-yl)methanone